N-(oxazol-2-yl)quinoline-8-carboxamide O1C(=NC=C1)NC(=O)C=1C=CC=C2C=CC=NC12